dibenzyl-piperidine C(C1=CC=CC=C1)C1(CCNCC1)CC1=CC=CC=C1